ClC1=NN=C2N1C1=CC=CC=C1C(=N2)N(C2=CC(=CC=C2)C#CC2(CC2)C)CC(F)(F)F chloro-N-(2,2,2-trifluoroethyl)-N-(3-((1-methylcyclopropyl)ethynyl)phenyl)-[1,2,4]triazolo[4,3-a]quinazolin-5-amine